C(CC)S(=O)(=O)C1=CC2=C(N=CN2)C=C1 5-(propylsulfonyl)benzimidazole